OCCN(C)C[C@@H]1CN(CC1)C(=O)OC(C)(C)C tert-butyl (R)-3-(((2-hydroxyethyl)(methyl)amino)methyl)pyrrolidine-1-carboxylate